(2,6-dichlorobenzenesulfonyl)piperazine ClC1=C(C(=CC=C1)Cl)S(=O)(=O)N1CCNCC1